3-hydroxy-4-chlorobenzonitrile OC=1C=C(C#N)C=CC1Cl